C1(CCCCC1)P(C1=C(C=CC=C1)C1=C(C=C(C=C1C(C)C)C(C)C)C(C)C)C1CCCCC1 dicyclohexyl-[2',4',6'-tri(propan-2-yl)-[1,1'-biphenyl]-2-yl]phosphine